3-[1-(3-chloropropyl)-4-methyl-1H-benzotriazol-5-yl]propanoate ClCCCN1N=NC2=C1C=CC(=C2C)CCC(=O)[O-]